COC(C1=C(N=C(C=C1)Cl)N1N=C(C=C1C)C(F)F)=O 6-chloro-2-[3-(difluoromethyl)-5-methyl-pyrazol-1-yl]nicotinic acid methyl ester